CC=1C(=NC=2CC(CCC2C1C1=C2C=NNC2=CC=C1C)(C)C)N1CC2(CN(C2)C(C=C)=O)CC1 1-(6-(3,7,7-trimethyl-4-(5-methyl-1H-indazol-4-yl)-5,6,7,8-tetrahydro-2-quinolinyl)-2,6-diazaspiro[3.4]octan-2-yl)-2-propen-1-one